5-((diethoxyphosphoryl)methyl)pyrazolo[1,5-a]pyridine-2-carboxylic acid C(C)OP(=O)(OCC)CC1=CC=2N(C=C1)N=C(C2)C(=O)O